CC1=NN(C=C1NC1=NC=C(C(=N1)NCCCN1C(COCC1)=O)C(F)(F)F)C1CN(CC1)C 4-(3-((2-((3-methyl-1-(1-methylpyrrolidin-3-yl)-1H-pyrazol-4-yl)amino)-5-(trifluoromethyl)pyrimidin-4-yl)amino)propyl)morpholin-3-one